1,2-dibutyldisulfane C(CCC)SSCCCC